4-(2,4-dichloro-6,8-difluoroquinazolin-7-yl)naphthalene-2-ol ClC1=NC2=C(C(=C(C=C2C(=N1)Cl)F)C1=CC(=CC2=CC=CC=C12)O)F